FC1=C(N)C=CC(=C1)OC1=C2C(=NC=C1)NC=C2C 2-fluoro-4-((3-methyl-1H-pyrrolo[2,3-B]pyridin-4-yl)oxy)aniline